6-(4-chlorophenyl)-N-(2-(1-methylpiperidin-2-yl)ethyl)-2-(pyridin-3-yl)pyrimidin-4-amine ClC1=CC=C(C=C1)C1=CC(=NC(=N1)C=1C=NC=CC1)NCCC1N(CCCC1)C